2-[2-[(2S)-2-methylazetidin-1-yl]-6,7-dihydro-5H-cyclopenta[d]pyrimidin-4-yl]-5H-thieno[3,2-c]pyridin-4-one C[C@@H]1N(CC1)C=1N=C(C2=C(N1)CCC2)C2=CC=1C(NC=CC1S2)=O